3-((3-(3,5-dichlorobenzoyl)-2-methyl-2,3-dihydrobenzo[b]thiophen-2-yl)methyl)-4H-chromen-4-one ClC=1C=C(C(=O)C2C3=C(SC2(C)CC2=COC4=CC=CC=C4C2=O)C=CC=C3)C=C(C1)Cl